2-(3,5-dichloro-4-(4-nitrophenoxy)phenyl)-3,5-dioxo-2,3,4,5-tetrahydro-1,2,4-triazine-6-carbonitrile ClC=1C=C(C=C(C1OC1=CC=C(C=C1)[N+](=O)[O-])Cl)N1N=C(C(NC1=O)=O)C#N